ClC=1C=CC2=C(C=C(O2)C(=O)NCC)C1 5-chloro-N-ethylbenzofuran-2-carboxamide